4-(2-((dimethylamino)methyl)-4-(trifluoromethyl)thiazol-5-yl)-5-fluoro-N-((2S,4S)-2-methyl-1-(methylsulfonyl)piperidin-4-yl)pyrimidin-2-amine CN(C)CC=1SC(=C(N1)C(F)(F)F)C1=NC(=NC=C1F)N[C@@H]1C[C@@H](N(CC1)S(=O)(=O)C)C